(+/-)-N-{4-[(3-chloro-1H-pyrrolo[2,3-b]pyridin-4-yl)oxy]-3,5-difluorophenyl}-5-methyl-5,6-dihydro-4H-1,3-oxazin-2-amine ClC1=CNC2=NC=CC(=C21)OC2=C(C=C(C=C2F)NC=2OC[C@@H](CN2)C)F |r|